tetradecyldimethylbenzylamine theophylline salt N1(C)C(=O)N(C)C=2N=CNC2C1=O.C(CCCCCCCCCCCCC)C(C1=CC=CC=C1)N(C)C